BrC=1C(=C2N(CCNC2=O)C1C)I 7-bromo-8-iodo-6-methyl-3,4-dihydropyrrolo[1,2-a]pyrazin-1(2H)-one